C(C)(C)(C)OCCOC=1C(=C2C(CCOC2=CC1)=O)[N+](=O)[O-] 6-(2-(tert-Butoxy)ethoxy)-5-nitrochroman-4-one